3-[4-[4-Amino-3-(4-phenoxyphenyl)pyrazolo[3,4-d]pyrimidin-1-yl]-1-piperidinyl]pyrrolidine-1-carboxylic acid tert-butyl ester C(C)(C)(C)OC(=O)N1CC(CC1)N1CCC(CC1)N1N=C(C=2C1=NC=NC2N)C2=CC=C(C=C2)OC2=CC=CC=C2